C[C@@H](C(=O)O)OP(=O)(O)O The molecule is the (S)-enantiomer of 2-phospholactic acid. It is a carboxyalkyl phosphate and a 2-phospholactic acid. It is a conjugate acid of a 2-phospho-L-lactate and a 2-phosphonato-L-lactate(3-).